7-azaspiro[3.5]nonane-2-carbamic acid tert-butyl ester C(C)(C)(C)OC(NC1CC2(C1)CCNCC2)=O